2-(Azetidin-3-yl)-5-[3-(trifluoromethyl)azetidin-1-yl]pyridine N1CC(C1)C1=NC=C(C=C1)N1CC(C1)C(F)(F)F